(R)-2-(4-(3H-[1,2,3]triazolo[4,5-b]pyridin-3-yl)-2-fluoro-N-(piperidin-3-yl)benzamido)-N-methylnicotinamide formic acid salt C(=O)O.N1=NN(C2=NC=CC=C21)C2=CC(=C(C(=O)N([C@H]1CNCCC1)C1=C(C(=O)NC)C=CC=N1)C=C2)F